COC=1C=C(C=CC1OC)[C@@H](C)NC(\C=C\C1=CNC2=NC=C(C=C21)C=2C(=NN(C2C)C)C)=O (R,E)-N-(1-(3,4-dimethoxyphenyl)ethyl)-3-(5-(1,3,5-trimethyl-1H-pyrazol-4-yl)-1H-pyrrolo[2,3-b]pyridin-3-yl)acrylamide